1-(2,6-dichlorophenyl)-4-((4-(3,3-difluoropyrrolidine-1-carbonyl)phenyl)amino)-1H-pyrazole-3-carboxamide ClC1=C(C(=CC=C1)Cl)N1N=C(C(=C1)NC1=CC=C(C=C1)C(=O)N1CC(CC1)(F)F)C(=O)N